6-(isoquinolin-6-yl)-N-methyl-N-(2,2,6,6-tetramethylpiperidin-4-yl)pyridazin-3-amine C1=NC=CC2=CC(=CC=C12)C1=CC=C(N=N1)N(C1CC(NC(C1)(C)C)(C)C)C